2-chloro-3-(cyclopropyl-(hydroxy)methyl)-4,6-difluoro-5-(triethylsilyl)benzonitrile ClC1=C(C#N)C(=C(C(=C1C(O)C1CC1)F)[Si](CC)(CC)CC)F